menthanethiol C1(CC(C(CC1)C(C)C)S)C